C(C)C1=NN(C(=N1)C1=CC=C(C=C1)OC)C=1C=C(C(=O)N)C=CC1 3-(3-ethyl-5-(4-methoxyphenyl)-1-1H-1,2,4-triazolyl)benzamide